1-(2-pyridylmethyl)-6-[3-(trifluoromethyl)phenyl]-3H-imidazo[4,5-b]Pyridine N1=C(C=CC=C1)CN1CNC2=NC=C(C=C21)C2=CC(=CC=C2)C(F)(F)F